(S)-hydroxytetrahydrofuran O[C@H]1OCCC1